3,3',4',5,5',7-hexahydroxy-flavylium chloride [Cl-].OC=1C(=[O+]C2=CC(=CC(=C2C1)O)O)C1=CC(=C(C(=C1)O)O)O